N1=C(C=CC=C1)C1=NC(=CC(=C1)C1=CC=C(C=C1)B(O)O)C1=NC=CC=C1 (4-(2,2':6',2''-terpyridin-4'-yl)phenyl)boronic acid